5-(thieno[3,2-c]pyridin-2-yl)-N-(cis-4-(trifluoromethoxy)cyclohexyl)-7H-pyrrolo[2,3-d]pyrimidin-2-amine S1C(=CC=2C=NC=CC21)C2=CNC=1N=C(N=CC12)N[C@@H]1CC[C@@H](CC1)OC(F)(F)F